2-[(2R)-4-[(tert-butoxy)carbonyl]morpholin-2-yl]acetic acid C(C)(C)(C)OC(=O)N1C[C@H](OCC1)CC(=O)O